ammonium (S)-2-((2-((S)-4-(difluoromethyl)-2-oxooxazolidin-3-yl)-5,6-dihydrobenzo[f]imidazo[1,2-d][1,4]oxazepin-9-yl)amino)propionate FC([C@H]1N(C(OC1)=O)C=1N=C2N(CCOC3=C2C=CC(=C3)N[C@H](C(=O)[O-])C)C1)F.[NH4+]